C(C(C(F)(F)F)(F)F)(C(N(C(C(C(C(F)(F)F)(F)F)(F)F)(F)F)C(C(C(C(F)(F)F)(F)F)(F)F)(F)F)(F)F)(F)F perfluorotri-N-butylamine